ClC1=C(C(=O)N2CCN(CC2)CC(=O)N2CCCC23C(NC2=CC=CC=C2C3)=O)C=C(C=C1)[N+](=O)[O-] 1-(2-(4-(2-chloro-5-nitrobenzoyl)piperazin-1-yl)acetyl)-1',4'-dihydro-2'H-spiro[pyrrolidine-2,3'-quinoline]-2'-one